FC(C(C1=CC=C(C=C1)F)NS(=O)(=O)C1=CN=C2N1C=CC=C2)(F)F N-(2,2,2-trifluoro-1-(4-fluorophenyl)ethyl)imidazo[1,2-a]pyridine-3-sulfonamide